ClC=1C(=C(C=CC1)C(CC)NS(=O)C(C)(C)C)F N-[1-(3-chloro-2-fluoro-phenyl)propyl]-2-methyl-propane-2-sulfinamide